2-({[2-(2-Methylbiphenyl-3-yl)[1,2,4]triazolo[1,5-a]pyridin-7-yl]methyl}amino)ethanol CC1=C(C=CC=C1C1=NN2C(C=C(C=C2)CNCCO)=N1)C1=CC=CC=C1